4-(4-chloro-3-fluorophenoxy)-5-(7-methoxy-1H-pyrrolo[2,3-c]pyridin-3-yl)-2-methylaniline ClC1=C(C=C(OC2=CC(=C(N)C=C2C2=CNC3=C(N=CC=C32)OC)C)C=C1)F